BrC=1C=C(C(=NC1)C1=CC2=C(N=NC(=C2)C(C(F)(F)F)(F)F)N1C)SCC 5-bromo-3-(ethylsulfanyl)-2-[7-methyl-3-(1,1,2,2,2-pentafluoroethyl)pyrrolo[2,3-c]pyridazin-6-yl]pyridine